(-)-1-((2-((2-(3-chloro-4-fluorophenyl)-1-methoxypropan-2-yl)amino)-1H-benzo[d]imidazol-4-yl)methyl)-3-methylurea ClC=1C=C(C=CC1F)C(COC)(C)NC1=NC2=C(N1)C=CC=C2CNC(=O)NC